BrC1=CC=C(C=N1)NC(C1=CC=CC=C1)=O N-(6-bromopyridin-3-yl)benzamide